N-(5-(methylsulfanyl)-1,3,4-thiadiazol-2-yl)-[1,2,3]triazolo[1,5-a]quinoline-3-carboxamide CSC1=NN=C(S1)NC(=O)C=1N=NN2C1C=CC1=CC=CC=C21